3,4-dimethoxyphenylboronic acid methyl-iminodiacetate COC(CNCC(=O)O)=O.COC=1C=C(C=CC1OC)B(O)O